FC(C=1C(=NC=CC1)CN1CCN(CC1)C(=O)C1=CC=C(C=C1)NS(=O)(=O)C=1C=CC=C2C=CC=NC12)(F)F N-(4-(4-((3-(trifluoromethyl)pyridin-2-yl)methyl)piperazine-1-carbonyl)phenyl)quinoline-8-sulfonamide